C(=C)C=1C=C(CC(C(=O)[O-])C(=O)[O-])C=CC1 2-(3-vinylbenzyl)malonate